C(C)(=O)NC1=CC=C(C=C1)C1=CC=C2C(=N1)SC(=N2)NC(=O)C2=CN=NC=C2C2=C(C=CC=C2)OC N-(5-(4-acetamidophenyl)thiazolo[5,4-b]pyridin-2-yl)-5-(2-methoxyphenyl)pyridazine-4-carboxamide